1-(5-(ethoxymethyl)-7-nitro-2-phenyl-1H-indol-3-yl)-2,2,2-trifluoro-ethane-1-one C(C)OCC=1C=C2C(=C(NC2=C(C1)[N+](=O)[O-])C1=CC=CC=C1)C(C(F)(F)F)=O